COC(=O)N1CCC(CC1)OC 4-methoxy-piperidine-1-carboxylic acid methyl ester